1-phenyl-3-O-triisopropylsiloxy-4,6-O-di-tert-butylsilyl-D-glucal C1(=CC=CC=C1)C=1O[C@@H]([C@]([C@@H](C1)OO[Si](C(C)C)(C(C)C)C(C)C)(O)[SiH2]C(C)(C)C)CO[SiH2]C(C)(C)C